FC(C(=O)O)(F)F.FC1=C(C=C(COC2CNC2)C=C1)OC 3-((4-fluoro-3-methoxybenzyl)oxy)azetidine trifluoroacetate